ClC1=C(C=CC=C1)CC(=O)NC1=CC(=C(C=C1)C=1C=NN(C1)C1CCCC1)S(N=CN(C)C)(=O)=O 2-(2-Chlorophenyl)-N-[4-(1-cyclopentyl-1H-pyrazol-4-yl)-3-{[(dimethylamino)methylene]sulfamoyl}phenyl]acetamide